ClC=1C=C(C=CC1)C(C(=O)C1CCCCC1)(F)F 2-(3-Chlorophenyl)-1-cyclohexyl-2,2-difluoroethane-1-one